[Br-].C[N+](C)(C)CC1=CC=CC=C1 N,N,N-trimethylbenzylammonium bromide